N-(5-(2-(1-(1-(3-isopropyl-1,2,4-oxadiazol-5-yl)piperidin-4-yl)ethoxy)thiazolo[5,4-b]pyridin-5-yl)pyrimidin-2-yl)-N-methylacetamide C(C)(C)C1=NOC(=N1)N1CCC(CC1)C(C)OC=1SC2=NC(=CC=C2N1)C=1C=NC(=NC1)N(C(C)=O)C